C(C)(=O)C1=CN(C2=CC=C(C=C12)C=1CCN(CC1)C(C)=O)CC(=O)N1[C@@H](C[C@H](C1)F)C(=O)NC=1C(=C(C=CC1)C1=C(C=CC=C1)Cl)F (2S,4R)-1-(2-(3-acetyl-5-(1-acetyl-1,2,3,6-tetrahydropyridin-4-yl)-1H-indol-1-yl)acetyl)-N-(2'-chloro-2-fluoro-[1,1'-biphenyl]-3-yl)-4-fluoropyrrolidine-2-carboxamide